C(C)(C)(C)OC(=O)NC1=CC=C(C=C1)C(C)(C)C1=CC=C(C=C1)C(C)(C)C1=CC=C(C=C1)NC(=O)OC(C)(C)C 1,4-bis{2-[4-(tert-butoxycarbonylamino)phenyl]propan-2-yl}benzene